S1C(=NC2=C1C=CC=C2)NC2=C(C=C(N=N2)N(C=2SC(=C(N2)C(=O)O)CCCOC2=C(C=C(C=C2)C#CCN2CCOCC2)F)C)C 2-[[6-(1,3-Benzothiazol-2-ylamino)-5-methyl-pyridazin-3-yl]-methyl-amino]-5-[3-[2-fluoro-4-(3-morpholinoprop-1-ynyl)phenoxy]propyl]thiazole-4-carboxylic acid